C(=O)O.C(#N)C1=CC=C(C=C1)C=1C=NN(C1O)C1=CC=C(C=N1)NC(=O)N1CCOCC1 N-(6-(4-(4-cyanophenyl)-5-hydroxy-1H-pyrazol-1-yl)pyridin-3-yl)morpholine-4-carboxamide (Formate)